5-bromo-2,7-dihydropyrazolo[3,4-b]pyridin-6-one BrC1=CC=2C(NC1=O)=NNC2